(S)-N-((5-chloro-6-((3-methylisoxazol-5-yl)methoxy)-1H-indol-2-yl)methyl)-3-fluoropyrrolidine-1-carboxamide ClC=1C=C2C=C(NC2=CC1OCC1=CC(=NO1)C)CNC(=O)N1C[C@H](CC1)F